2-[(4-{[2-(4-chloro-2-fluorophenyl)-2-methyl-2H-1,3-benzodioxol-4-yl]methyl}piperidin-1-yl)methyl]-1-{[(2S)-oxetan-2-yl]methyl}-1H-1,3-benzodiazole-6-carboxylic acid ClC1=CC(=C(C=C1)C1(OC2=C(O1)C=CC=C2CC2CCN(CC2)CC2=NC1=C(N2C[C@H]2OCC2)C=C(C=C1)C(=O)O)C)F